C(C)OC(=O)CCCN(CCC[Si](OCC)(OCC)OCC)CCC[Si](OCC)(OCC)OCC N-(ethoxycarbonylpropyl)-N,N-bis(3-triethoxysilylpropyl)amine